FC(S(=O)(=O)C1=CC=C(C#N)C=C1)(F)F 4-(trifluoromethylsulfonyl)benzonitrile